2-(5-Chloro-1-methyl-3-(5-methylisoxazol-3-yl)-1H-pyrazol-4-yl)-1-(9-isopentyl-3,9-diazaspiro[5.5]undecan-3-yl)ethanone ClC1=C(C(=NN1C)C1=NOC(=C1)C)CC(=O)N1CCC2(CC1)CCN(CC2)CCC(C)C